CC(C)(C)[Si](OCC(CCCCCI)C)(C)C 6-[[[(1,1-dimethylethyl)dimethylsilyl]oxy]methyl]-1-iodoheptane